T-butyl acetate trifluoromethyl-acetate FC(F)(F)OC(C)=O.C(C)(=O)OC(C)(C)C